1-((5-(5-(difluoromethyl)-1,3,4-oxadiazol-2-yl)pyridin-2-yl)methyl)-3-(2-(dimethylamino)ethyl)-1,3-dihydro-2H-benzo[d]imidazol-2-one FC(C1=NN=C(O1)C=1C=CC(=NC1)CN1C(N(C2=C1C=CC=C2)CCN(C)C)=O)F